FC(C1=CC=2N(C=C1C1CCN(CC1)S(=O)(=O)C1=CN=C(O1)C)N=CN2)F 5-((4-(7-(difluoromethyl)-[1,2,4]triazolo[1,5-a]pyridin-6-yl)piperidin-1-yl)sulfonyl)-2-methyloxazole